5-Methyl-2-(1-methyl-1H-imidazol-2-yl)-6-(1-methyl-1H-pyrazol-3-yl)-N-(pyrimidin-4-yl)pyrrolo[2,1-f][1,2,4]triazin-4-amine hydrochloride salt Cl.CC=1C(=CN2N=C(N=C(C21)NC2=NC=NC=C2)C=2N(C=CN2)C)C2=NN(C=C2)C